ICCC\C=C/CCCCCC (Z)-1-iodo-4-undecene